N-(5-((6-((R)-3-(3,5-difluorophenyl)isoxazolidine-2-yl)pyrimidine-4-yl)amino)-4-methoxy-2-((3aR,6aR)-1-methylhexahydropyrrolo[3,4-b]pyrrole-5(1H)-yl)phenyl)acrylamide FC=1C=C(C=C(C1)F)[C@@H]1N(OCC1)C1=CC(=NC=N1)NC=1C(=CC(=C(C1)NC(C=C)=O)N1C[C@@H]2N(CC[C@@H]2C1)C)OC